C(CC)OC=1C=C(C=CC1)C1=NN(C(=C1O)C)C 3-(3-propoxyphenyl)-1,5-dimethyl-pyrazol-4-ol